O1C(CCCC1)N1N=CC2=CC(=CC=C12)C(C)=O 1-(1-(tetrahydro-2H-pyran-2-yl)-1H-indazol-5-yl)ethan-1-one